C(C)(C)(C)OC(=O)N1C[C@@H]2C([C@@H]2C1)NC1=NC=C(C=C1Cl)C(F)(F)F.FC=1C=C(C=CC1)I m-fluoroiodobenzene tert-butyl-(1R,5S)-6-[[3-chloro-5-(trifluoromethyl)-2-pyridyl]amino]-3-azabicyclo[3.1.0]hexane-3-carboxylate